2-((2-methyl-6-(trifluoromethyl)pyridin-3-yl)sulfonyl)-N-(oxetan-3-yl)-2-azaspiro[3.3]heptan-6-amine CC1=NC(=CC=C1S(=O)(=O)N1CC2(C1)CC(C2)NC2COC2)C(F)(F)F